FC(C(=O)O)(F)F.FC(CS(=O)(=O)N1CCC(CC1)N)(F)F 1-[(2,2,2-trifluoroethyl)sulfonyl]piperidin-4-amine trifluoroacetate salt